12-chloro-19-fluoro-13,18-dimethoxy-15,15-dioxo-4-(trifluoromethyl)-8-oxa-3,15λ6-dithia-5,16-diazatetracyclo[15.3.1.110,14.02,6]docosa-1(21),2(6),4,10(22),11,13,17,19-octaen-9-one ClC1=CC=2C(OCC=3N=C(SC3C=3C=C(C(=C(NS(C(=C1OC)C2)(=O)=O)C3)OC)F)C(F)(F)F)=O